(3S)-1'-[5-(quinolin-5-yl)-5H-pyrrolo[2,3-b]pyrazin-2-yl]-1,3-dihydrospiro[indene-2,4'-piperidin]-3-amine N1=CC=CC2=C(C=CC=C12)N1C=CC=2C1=NC=C(N2)N2CCC1(CC2)CC2=CC=CC=C2[C@H]1N